C[C@@H](C(=O)N[C@H]1C2=CC=CC=C2C3=CC=CC=C3N(C1=O)C)NC(=O)[C@H](C4=CC(=CC(=C4)F)F)O N2-[(2S)-2-(3,5-difluorophenyl)-2-hydroxyethanoyl]-N1-[(7S)-5-methyl-6-oxo-6,7-dihydro-5H-dibenzo[b,d]azepin-7-yl]-L-alaninamide